BrC1=CC=C(C=C1)[C@@]12OC3=C([C@@]1([C@@H]([C@@H]([C@H]2C2=CC=CC=C2)C(=O)NS(=O)(=O)N2CCOCC2)O)O)C(=CC(=C3)OC)OC (1R,2R,3S,3aR,8bS)-3a-(4-bromophenyl)-1,8b-dihydroxy-6,8-dimethoxy-N-(morpholinosulfonyl)-3-phenyl-2,3,3a,8b-tetrahydro-1H-cyclopenta[b]benzofuran-2-carboxamide